FC1(OC(C(C1(F)F)(F)F)(F)F)C(C(C(C(F)(F)F)(F)F)(F)F)(F)F perfluoro-2-butyltetrahydrofuran